tetrakis(2-(1-decyl-1H-1,2,3-triazol-4-yl)ethyl) 3,3',3'',3'''-(((((trans)-cyclohexane-1,4-diyl)bis(oxy))bis(6-oxohexane-6,1-diyl))bis(azanetriyl))tetrapropionate [C@H]1(CC[C@H](CC1)OC(CCCCCN(CCC(=O)OCCC=1N=NN(C1)CCCCCCCCCC)CCC(=O)OCCC=1N=NN(C1)CCCCCCCCCC)=O)OC(CCCCCN(CCC(=O)OCCC=1N=NN(C1)CCCCCCCCCC)CCC(=O)OCCC=1N=NN(C1)CCCCCCCCCC)=O